6-(4-((4-(1H-pyrazol-4-yl)phenyl)-amino)-pyrimidin-2-yl)-N,N-diethyl-1H-indole-2-carboxamide N1N=CC(=C1)C1=CC=C(C=C1)NC1=NC(=NC=C1)C1=CC=C2C=C(NC2=C1)C(=O)N(CC)CC